(1R,3S,6R,8R)-tricyclo[4.2.1.03,8]Nonan-2-one [C@H]12C([C@H]3CC[C@H](C[C@H]31)C2)=O